5β-cholestan-3α,7α,26-triol C(C(C)CCC[C@@H](C)[C@H]1CC[C@H]2[C@@H]3[C@@H](C[C@@H]4C[C@@H](CC[C@]4(C)[C@H]3CC[C@]12C)O)O)O